5-Bromo-1,2,6-trimethyl-4-oxo-1,4-dihydropyridine BrC=1C(C=C(N(C1C)C)C)=O